[2-(2,6-dioxopiperidin-3-yl)-4-methoxy-3-oxo-2,3-dihydro-1H-isoindol-5-yl]methyl N-[4-(4,5-difluoro-2-methylphenoxy)phenyl]carbamate FC1=CC(=C(OC2=CC=C(C=C2)NC(OCC=2C(=C3C(N(CC3=CC2)C2C(NC(CC2)=O)=O)=O)OC)=O)C=C1F)C